2-(4-cyclopropyl-6-methoxy-pyrimidin-5-yl)-4-[[4-fluoro-1-[1-methyl-4-(trifluoromethyl)imidazol-2-yl]-4-piperidyl]methoxy]-5-methoxy-pyrimidine C1(CC1)C1=NC=NC(=C1C1=NC=C(C(=N1)OCC1(CCN(CC1)C=1N(C=C(N1)C(F)(F)F)C)F)OC)OC